C1(=CC=CC=C1)NNC(=O)N=NC1=CC=CC=C1 1,5-diphenylcarbazone